BrC1=CC=C(C=C1)N1C2=C(C=CC=C2C=2C=CC=C(C12)C1=CC=CC=C1)C1=CC=CC=C1 9-(4-bromophenyl)-1,8-diphenylcarbazole